ClC1=CC=C(C=C1)[C@H](C(F)(F)F)OC(NC1=CC=C(C=C1)[C@@H]1CNCC1)=O |r| (RS)-(4-Pyrrolidin-3-yl-phenyl)-carbamic acid (RS)-1-(4-chloro-phenyl)-2,2,2-trifluoroethyl ester